C1(CCC1)[C@@H](CCO)[C@@H]1N(C(OC1)(C)C)C(=O)OC(C)(C)C tert-butyl (4S)-4-[(1R)-1-cyclobutyl-3-hydroxy-propyl]-2,2-dimethyl-oxazolidine-3-carboxylate